C1(CCCC1)NC1=CC=C(C=C1)[C@@H]1N(C2=CC=CC=C2C[C@@H]1C(=O)NC1=CC(=CC=C1)CO)C(C1=C(C=CC=C1C)F)=O (2R,3S)-2-(4-(cyclopentylamino)phenyl)-1-(2-fluoro-6-methylbenzoyl)-N-(3-(hydroxymethyl)phenyl)-1,2,3,4-tetrahydroquinoline-3-carboxamide